FC(F)S(=O)(=O)C(F)F difluoromethyl sulphone